C(C=C)(=O)OC(O)C(CO)(CO)CO acryloxypentaerythritol